N-[4-(1-methyl-2-oxo-6-{4-[4-(propan-2-yl)piperazin-1-yl]phenyl}-1,2-dihydro-quinolin-3-yl)phenyl]acetamide CN1C(C(=CC2=CC(=CC=C12)C1=CC=C(C=C1)N1CCN(CC1)C(C)C)C1=CC=C(C=C1)NC(C)=O)=O